6-Bromo-N-((6-methylpyridin-3-yl)methyl)quinazolin-4-amine BrC=1C=C2C(=NC=NC2=CC1)NCC=1C=NC(=CC1)C